COC1=CC=C(C=CC2=NOC=N2)C=C1 3-(4-methoxystyryl)-1,2,4-oxadiazole